C(C)(C)(C)C1=C(OCCSCC2=NNC(N2)=O)C=CC=C1 3-[(2-tert-Butylphenoxyethylsulfanyl)methyl]-1H-1,2,4-triazol-5(4H)-one